isopropyl tetrasulfide C(C)(C)SSSSC(C)C